5-bromo-8-((4-bromo-2-fluorophenyl)amino)-2-(2-hydroxyethoxy)-7-methyl-3,4-dihydro-2,7-naphthyridine-1,6(2h,7h)-dione BrC1=C2CCN(C(C2=C(N(C1=O)C)NC1=C(C=C(C=C1)Br)F)=O)OCCO